COC1=CC=C(CN(C2=CC(=C(C=C2)N=C(N)C2=C(C=3N(N=C2)C=C(C3)C=3C=NN(C3)C)N[C@@H]3CC[C@H](CC3)NC(OC(C)(C)C)=O)Cl)CC3=CC=C(C=C3)OC)C=C1 tert-butyl (trans-4-((3-(N'-(4-(bis(4-methoxybenzyl)amino)-2-chlorophenyl)-carbamimidoyl)-6-(1-methyl-1H-pyrazol-4-yl)pyrrolo[1,2-b]pyridazin-4-yl)amino)cyclohexyl)-carbamate